NC=1C2=C(N=CN1)N(C(=C2C2=CC=C(C=C2)OC2=CC=CC=C2)C#CC2CN(C2)[C@H]2[C@@H](CN(CC2)C(C=C)=O)F)C 1-((3R,4R)-4-(3-((4-amino-7-methyl-5-(4-phenoxyphenyl)-7H-pyrrolo[2,3-d]pyrimidin-6-yl)ethynyl)azetidin-1-yl)-3-fluoropiperidin-1-yl)prop-2-en-1-one